CN(C1=CC=C(C=C1)C1CC(=NN1C(CC)=O)C1=C(C2=C(NC1=O)SC=C2)C)C 5-(5-(4-(dimethylamino)phenyl)-1-propionyl-4,5-dihydro-1H-pyrazol-3-yl)-4-methylthieno[2,3-b]pyridin-6(7H)-on